carboxyformic acid C(=O)(O)C(=O)O